5-phenyl-2,4-pentadien-1-ol C1(=CC=CC=C1)C=CC=CCO